[Cu]=[Se].[V] vanadium-copper selenide